COC(C1=NC=C(C=C1)C#C[Si](C)(C)C)=O 5-((trimethylsilyl)ethynyl)picolinic acid methyl ester